Cl.N(N)C(C)C1=CC=C(C=C1)C1=NN(C=N1)C1=CC=C(C=C1)OC(F)(F)F 3-(4-(1-hydrazinoethyl)phenyl)-1-(4-(trifluoromethoxy)phenyl)-1H-1,2,4-triazole hydrochloride